N[C@@H](CCC(=O)[O-])C(=O)[O-].[Mg+2].[Ca+2].N[C@@H](CCC(=O)[O-])C(=O)[O-] calcium-magnesium glutamate